N-((Diisopropylamino)methylene)-N-diisopropylaminium tetrafluoroborate [B-](F)(F)(F)F.CC(C)N(C=[N+](C(C)C)C(C)C)C(C)C